racemic-(1-methyl-1H-1,2,4-triazol-3-yl)methyl (1-((3-chloro-4-fluorophenyl)carbamoyl)-2,3-dimethyl-2,4,5,6-tetrahydrocyclopenta[c]pyrrol-4-yl)carbamate ClC=1C=C(C=CC1F)NC(=O)C=1N(C(=C2C1CC[C@H]2NC(OCC2=NN(C=N2)C)=O)C)C |r|